N1C=NC(=C1)CNC1=CSC=C1C=1C(=NC=NC1)OC N-((1H-imidazol-4-yl)methyl)-4-(4-methoxypyrimidin-5-yl)thiophen-3-amine